N,N-bis(oxiran-2-ylmethyl)-3-(trimethoxysilyl)propan-1-amine O1C(C1)CN(CCC[Si](OC)(OC)OC)CC1OC1